(S)-3-(Boc-amino)-4-(4-methoxyphenyl)butanoic acid C(=O)(OC(C)(C)C)N[C@H](CC(=O)O)CC1=CC=C(C=C1)OC